(E)-N-(5-(azepane-1-carbonyl)-1-methyl-1H-pyrrol-3-yl)-1-methyl-4-(4-(2-(quinolin-3-yl)vinyl)benzamido)-1H-pyrrole-2-carboxamide N1(CCCCCC1)C(=O)C1=CC(=CN1C)NC(=O)C=1N(C=C(C1)NC(C1=CC=C(C=C1)\C=C\C=1C=NC2=CC=CC=C2C1)=O)C